3-(aminomethyl)tetrahydrofuran-3-amine dihydrochloride salt Cl.Cl.NCC1(COCC1)N